3-HYDROXYQUINOLINE-6-CARBOXALDEHYDE OC=1C=NC2=CC=C(C=C2C1)C=O